CC1(NC(C=2N1C(C(=CC2)NC2=NC=NC=C2)=O)=O)C2=NC=CC=C2 3-methyl-3-(pyridin-2-yl)-6-(pyrimidin-4-ylamino)-2,3-dihydroimidazo[1,5-a]pyridine-1,5-dione